Ethoxystearic acid CCCCCCCCCCCCCCCCC(C(=O)O)OCC